C(C)OC(CC1=C(C=CC=C1)OCC=1C=C(C2=C(C=C(O2)CCOC2=C(C=CC=C2)CC(=O)OCC)C1)Br)=O.OCC(NCCCNC(CO)(CO)CO)(CO)CO 1,3-Bis[tris(hydroxymethyl)methylamino]propane ethyl-2-(2-((7-bromo-2-(2-(2-(2-ethoxy-2-oxoethyl)phenoxy)ethyl)benzofuran-5-yl)methoxy)phenyl)acetate